FC=1C(=C(C(=O)OCC)C=C(C1)[N+](=O)[O-])C=1C=NN(C1)CC(C)C Ethyl 3-fluoro-2-(1-isobutyl-1H-pyrazol-4-yl)-5-nitrobenzoate